CN1N=CC(=C1)C1=NC2=CC=C3C(=C2C=2CCCCC12)C=NN3 7-(1-Methyl-1H-pyrazol-4-yl)-8,9,10,11-tetrahydro-3H-pyrazolo[4,3-a]phenanthridine